N-((R)-1-hydroxybut-2-yl)-8-(4-(trifluoromethyl)cyclohex-1-en-1-yl)quinoline-3-carboxamide OC[C@@H](CC)NC(=O)C=1C=NC2=C(C=CC=C2C1)C1=CCC(CC1)C(F)(F)F